[N+](=O)([O-])C1=CC=C(C=C1)C=1N(C2=C(C(=NC=C2)N2CCOCC2)N1)COCC[Si](C)(C)C 4-(2-(4-nitrophenyl)-1-((2-(trimethylsilyl)ethoxy)methyl)-1H-imidazo[4,5-c]pyridin-4-yl)morpholine